Tert-butyl 2-(5-fluoro-2-methoxypyridin-3-yl)-2,5-dihydro-1H-pyrrole-1-carboxylate FC=1C=C(C(=NC1)OC)C1N(CC=C1)C(=O)OC(C)(C)C